Cl.N(=O)NC(=O)N nitrosylurea hydrochloride